4-methoxy-N-((S)-1-(((S)-1-(2-methoxypyridin-3-yl)-4-(methylamino)-3,4-dioxobutan-2-yl)amino)-4-methyl-1-oxopentan-2-yl)-1H-indole-2-carboxamide COC1=C2C=C(NC2=CC=C1)C(=O)N[C@H](C(=O)N[C@@H](CC=1C(=NC=CC1)OC)C(C(=O)NC)=O)CC(C)C